C(#N)C1=NC2=CC(=CC(=C2N=C1N1C2CC(C(C1)C2)C2=CC=CC=C2)[C@@H](C)NC2=C(C(=O)O)C=CC=C2)C 2-(((1R)-1-(2-cyano-7-methyl-3-(5-phenyl-2-azabicyclo[2.2.1]heptan-2-yl)quinoxalin-5-yl)ethyl)amino)benzoic acid